2-(7,8-difluoro-3-quinolyl)-6,6-dimethyl-4-(thiazol-5-ylmethyl)-4,5-dihydro-1,3-oxazine FC1=CC=C2C=C(C=NC2=C1F)C=1OC(CC(N1)CC1=CN=CS1)(C)C